(7S)-7-(3,3-dimethylpiperidin-4-yl)-2-(4-phenoxyphenyl)-4,5,6,7-tetrahydropyrazolo[1,5-a]pyrimidine-3-carboxamide CC1(CNCCC1[C@@H]1CCNC=2N1N=C(C2C(=O)N)C2=CC=C(C=C2)OC2=CC=CC=C2)C